C(=O)OC(CCC)C methyl-butanol formate